silver(II) chlorate Cl(=O)(=O)[O-].[Ag+2].Cl(=O)(=O)[O-]